FC1CN(CC(C1)F)CCCCC(=O)O 5-(3,5-difluoropiperidin-1-yl)pentanoic acid